N-({4-[(1-oxo-1H-isochromen-5-yl)sulfamoyl]phenyl}methyl)-1H-pyrrolo[3,2-c]pyridine-2-carboxamide O=C1OC=CC2=C(C=CC=C12)NS(=O)(=O)C1=CC=C(C=C1)CNC(=O)C1=CC=2C=NC=CC2N1